5-((2S,3R,4S,5R)-3,4-dihydroxy-5-(hydroxymethyl)tetrahydrofuran-2-yl)-1-(3-cyclobutoxy)pyrimidine O[C@H]1[C@@H](O[C@@H]([C@H]1O)CO)C=1C=NCN(C1)OC1CCC1